C(CC=1[Se]C=CC1)C=1[Se]C=CC1.[Na] sodium ethylenediselenophene